CN1N=CC(=C1COC1OCCCC1)C1=CC=C(C=N1)O 6-(1-methyl-5-(((tetrahydro-2H-pyran-2-yl)oxy)methyl)-1H-pyrazol-4-yl)pyridin-3-ol